(R)-1-(3-(6-chloro-3-(1H-imidazol-1-yl)-5-methoxy-1-methyl-1H-pyrrolo[3,2-b]pyridin-2-yl)-1H-1,2,4-triazol-5-yl)-N,N-dimethylethan-1-amine ClC=1C=C2C(=NC1OC)C(=C(N2C)C2=NNC(=N2)[C@@H](C)N(C)C)N2C=NC=C2